C(C)C1=CC=C(C(=O)N2CC3=CC=CC(=C3CC2)[C@H](CC(=O)O)C2=CC3=C(N(N=N3)C)C(=C2)OC)C=C1 (R)-3-[2-(4-ethylbenzoyl)-1,2,3,4-tetrahydroisoquinolin-5-yl]-3-(7-methoxy-1-methyl-1H-benzo[d][1,2,3]triazol-5-yl)propionic acid